(4-(benzothiazol-2-yl)phenyl)boronic acid S1C(=NC2=C1C=CC=C2)C2=CC=C(C=C2)B(O)O